(S)-2-(2-(3-(1-(1-acetylazetidin-3-yl)piperidin-4-yl)-1-methyl-1H-pyrrolo[2,3-b]pyridin-5-yl)-7-(4-chlorophenyl)-5-methylbenzo[d]thiazol-6-yl)-2-(tert-butoxy)acetic acid C(C)(=O)N1CC(C1)N1CCC(CC1)C1=CN(C2=NC=C(C=C21)C=2SC1=C(N2)C=C(C(=C1C1=CC=C(C=C1)Cl)[C@@H](C(=O)O)OC(C)(C)C)C)C